3-methyl-1,2,3,4-tetrahydroquinoline-6-carboxamide CC1CNC2=CC=C(C=C2C1)C(=O)N